C(OC(C(F)(F)F)=CCC1=CC=CC=C1)(OC(C)(C)C)=O 4-phenyl-1,1,1-trifluorobut-2-en-2-yl tert-butyl carbonate